FC1=CC=C(C=C1)C1=C(C(=NC2=CC3=C(C=C12)C=NN3)C3=CC=C(C=C3)C(=O)N3CCOCC3)C(C)C [4-[5-(4-fluorophenyl)-6-isopropyl-1H-pyrazolo[4,3-g]quinolin-7-yl]phenyl]-morpholino-methanone